CC(CN(CC(C)O)N=O)O The molecule is a nitrosamine that is dipropylamine in which the hydrogen attached to the nitrogen has been replaced by a nitroso group. It is a genotoxic carcinogen, targeting the lung, liver, thyroid, and kidney. It has a role as a carcinogenic agent. It is a nitrosamine, a secondary alcohol and a diol.